4-(methylamino)-3-(oxazol-2-yl)-1-phenyl-7-(trifluoromethyl)-1,8-naphthyridin-2(1H)-one CNC1=C(C(N(C2=NC(=CC=C12)C(F)(F)F)C1=CC=CC=C1)=O)C=1OC=CN1